4-(5-(5-isopropoxy-1-trityl-1H-indazol-3-yl)pyridazin-3-yl)morpholine azepine-6-carboxylate N1C=CC=CC(=C1)C(=O)O.C(C)(C)OC=1C=C2C(=NN(C2=CC1)C(C1=CC=CC=C1)(C1=CC=CC=C1)C1=CC=CC=C1)C=1C=C(N=NC1)N1CCOCC1